[O-2].[O-2].[O-2].[Ga+3].[Ga+3] gallium trioxide